P(=O)(OC)(OCCOCCCCCCCCCCCCCCCCCC)O methyl (2-(octadecyloxy) ethyl) hydrogen phosphate